2-(6-chloro-1-((2R,3S)-3-methoxy-2-methylazetidin-1-yl)-2,7-naphthyridin-4-yl)prop-2-en-1-ol ClC=1C=C2C(=CN=C(C2=CN1)N1[C@@H]([C@H](C1)OC)C)C(CO)=C